Ethyl 2-(4-(((4-(4-iodophenyl)-5-oxo-4,5-dihydro-1H-1,2,4-triazol-1-yl)-methyl)thio)-2-methylphenoxy)-acetate IC1=CC=C(C=C1)N1C=NN(C1=O)CSC1=CC(=C(OCC(=O)OCC)C=C1)C